N-Chloroacetyl-L-phenylalanine C1=CC=C(C=C1)C[C@@H](C(=O)O)NC(=O)CCl